CN1CC(C2=CC(=C(C=C12)OC)C(=O)O)(C)C.C(CCCCCCCCCCCCCCCCC)(=O)OC(CC(=O)N[C@@H](CCCN)C(=O)O)CCCCCCCCCCCCCCC N-(3-octadecanoyloxy-octadecanoyl)ornithine Methyl-6-methoxy-3,3-dimethylindoline-5-carboxylate